COC(=O)C=1OC2=C(C1O)C=C(C=C2)Cl 5-Chloro-3-hydroxybenzofuran-2-carboxylic acid methyl ester